[N+](=O)([O-])C1=C2CN(C(C2=CC=C1)=O)[C@H]1C(NC(CC1)=O)=O |r| racemic-3-(4-nitro-1-oxo-1,3-dihydroisoindol-2-yl)-piperidine-2,6-dione